perfluoron-propyl iodide FC(C(C(F)(F)F)(F)F)(F)I